ClC=1C(=C(OC2=C(C(N(N=C2)C)=O)C2=NOC[C@H](N2)CC2=CC(=C(C=C2)C)C)C=CC1)F |r| 5-(3-chloro-2-fluorophenoxy)-4-[(5RS)-5-(3,4-dimethylbenzyl)-5,6-dihydro-4H-1,2,4-oxadiazin-3-yl]-2-methylpyridazin-3(2H)-one